N1(CCN(CCN(CCC1)CC1=C(C(=CC(=C1)C)CN)O)CC1=C(C(=CC(=C1)C)CN)O)CC1=C(C(=CC(=C1)C)CN)O 2,2',2''-[1,4,7-triazecane-1,4,7-triyltris(methylene)]tris[6-(aminomethyl)-4-methylphenol]